4,5-bis(diphenylphosphino)-acridine C1(=CC=CC=C1)P(C1=CC=CC2=CC3=CC=CC(=C3N=C12)P(C1=CC=CC=C1)C1=CC=CC=C1)C1=CC=CC=C1